BrC1=NC=C(N=C1)CBr 2-bromo-5-(bromomethyl)pyrazine